1-(Benzofuran-5-yl)-2-(methylamino)propan-1-one O1C=CC2=C1C=CC(=C2)C(C(C)NC)=O